(methoxycarbonyl)benzene-1,3-dicarboxylic acid COC(=O)C1=C(C=CC=C1C(=O)O)C(=O)O